[Sn](N=C=O)N=C=O tin diisocyanate